(S)-N-(3-(difluoromethoxy)-4-((1r,3r)-2-((3-fluorooxetan-3-yl)methyl)-3-methyl-2,3,4,9-tetrahydro-1H-pyrido[3,4-b]indol-1-yl)phenyl)-1-(3-fluoropropyl)pyrrolidin-3-amine FC(OC=1C=C(C=CC1[C@H]1N([C@@H](CC2=C1NC1=CC=CC=C21)C)CC2(COC2)F)N[C@@H]2CN(CC2)CCCF)F